C(C)(C)(C)NS(=O)(=O)C=1C=C(C=CC1)NC1=NC(=NC=C1C)NC1=CC=C(C(=O)NC2=CC(=C(C=C2)C)NC=2SC=C(N2)C=2C=NC=CC2)C=C1 4-((4-((3-(N-(tert-butyl)sulfamoyl)phenyl)amino)-5-methylpyrimidin-2-yl)amino)-N-(4-methyl-3-((4-(pyridin-3-yl)thiazol-2-yl)amino)phenyl)benzamide